ClC1=NC=CC(=C1B(O)O)Cl 2,4-DICHLOROPYRIDINE-3-BORONIC ACID